FC1(CN(C1)CC(=O)O)F (3,3-difluoroazetidin-1-yl)acetic acid